(3S)-3-[4-[(5-bromo-2-chlorophenyl)methyl]phenoxy]tetrahydrofuran tert-butyl-8-(methylamino)-3,4-dihydroisoquinoline-2(1H)-carboxylate C(C)(C)(C)OC(=O)N1CC2=C(C=CC=C2CC1)NC.BrC=1C=CC(=C(C1)CC1=CC=C(O[C@@H]2COCC2)C=C1)Cl